CC1=C(C=CC(=C1)C)SC1=C(C=CC=C1)SC1=C(C=CC=C1)N1CCNCC1 1-[2-[2-(2,4-dimethylphenylthio)phenylthio]phenyl]piperazine